tert-butyl N-[6-(3,4-difluorophenyl)-6-hydroxyspiro[3.3]heptan-2-yl]carbamate FC=1C=C(C=CC1F)C1(CC2(CC(C2)NC(OC(C)(C)C)=O)C1)O